2-[(2-fluorophenoxy)methyl] ethylene oxide FC1=C(OCC2CO2)C=CC=C1